N,3,5-trimethoxy-N,4-dimethylbenzamide CON(C(C1=CC(=C(C(=C1)OC)C)OC)=O)C